N1C=CC=2C1=NC=C(C2)C=2C=C(CCNC(=O)NC1=CC(=CC=C1)F)C=CC2 1-(3-(1H-pyrrolo[2,3-b]pyridin-5-yl)phenethyl)-3-(3-fluorophenyl)urea